C(C)(=O)NC([C@@H](N)CS)=O N-acetylcysteine amid